COC=1C=C(C(=O)O)C=CN1 4-aza-3-methoxybenzoic acid